6-(2,4-Difluorophenyl)-5-(2-(1-methyl-1H-pyrazol-3-yl)ethyl-1,1,2,2-d4)isoindolin-1-one FC1=C(C=CC(=C1)F)C1=C(C=C2CNC(C2=C1)=O)C(C([2H])([2H])C1=NN(C=C1)C)([2H])[2H]